OC1=C(C=C(C=C1)/C=C/C(=O)O[C@H]1CC=2C=C3C=CC(OC3=CC2OC1(C)C)=O)OC (S)-8,8-dimethyl-2-oxo-7,8-dihydro-2H,6H-pyrano[3,2-g]chromen-7-yl (E)-3-(4-hydroxy-3-methoxyphenyl)acrylate